N(=[N+]=[N-])CCOCCOCCOCCOC1=NC(=C(C(=O)O)C=C1)Cl 6-(2-(2-(2-(2-azidoethoxy)ethoxy)ethoxy)ethoxy)-2-chloronicotinic acid